C(C)(C)(C)C1(SCCCS1)C=CC=C(C1=CC=C(C=C1)OC)C1=CC=C(C=C1)OC 2-tert-butyl-2-(4,4-bis(4-methoxyphenyl)-1,3-butadienyl)-1,3-dithiane